COCCOC1=CSC=C1 3-(2-methoxyethoxy)thiophene